Hexane-1,6-diyl-bis(12-hydroxyoctadecanoate) C(CCCCCC(C(=O)[O-])CCCCCCCCCC(CCCCCC)O)C(C(=O)[O-])CCCCCCCCCC(CCCCCC)O